5-methyl-4-nitro-1H-pyrazole CC1=C(C=NN1)[N+](=O)[O-]